FC1=C(C=CC(=C1)F)C1=CC(=CC(=C1)C)[C@H](CC(=O)[O-])NC(=O)NC=1C(N(C=CC1[O-])C)=O.[Na+].[Na+] sodium (S)-3-(2',4'-difluoro-5-methylbiphenyl-3-yl)-3-(3-(1-methyl-4-oxido-2-oxo-1,2-dihydro pyridin-3-yl)ureido)propanoate